BrC=1N(C(=C2C3=C(CCC12)SC(=N3)N)Br)CC3=CC=C(C=C3)OC 6,8-Dibromo-7-(4-methoxybenzyl)-5,7-dihydro-4H-[1,3]thiazolo[4,5-e]isoindol-2-amine